C(C1=CC=CC=C1)OC(=O)N[C@H](C(=O)OC)CC1(CC1)CC methyl (S)-2-(((benzyloxy)carbonyl)amino)-3-(1-ethylcyclopropyl)propanoate